5-(2,6-difluorophenyl)-4,5-dihydro-N,N-dimethyl-3-isoxazoleformamide FC1=C(C(=CC=C1)F)C1CC(=NO1)C(=O)N(C)C